N-(R)-4-aza-1-indanyl(2-{3-isopropyl-6-(5-methyl-1,3,4-oxadiazol-2-yl)-1,1-dioxo-5-[2-(tetrahydro-2-furyl)ethyl]-1λ6-thia-4-aza-7-indanyl}-1-thia-4,6-diaza-7-indenyl)amine C1(CCC2=NC=CC=C12)NC=1N=CN=C2C=C(SC12)C=1C(=C(N=C2C(CS(C12)(=O)=O)C(C)C)CCC1OCCC1)C=1OC(=NN1)C